4-amino-7-fluoro-8-(4-methoxy-1H-pyrazol-5-yl)-N-propylisoquinoline-3-carboxamide NC1=C(N=CC2=C(C(=CC=C12)F)C1=C(C=NN1)OC)C(=O)NCCC